N,N'-(5-Amino-3-iminopyridin-2,6(1H,3H)-diyliden)bis{6,7-dimethyl-2-[2-(piperidin-1-yl)ethoxy]pyrazolo-[1,5-a]pyridin-3-amin} NC1=CC(C(NC1=NC=1C(=NN2C1C=CC(=C2C)C)OCCN2CCCCC2)=NC=2C(=NN1C2C=CC(=C1C)C)OCCN1CCCCC1)=N